6-acetyllysine C(C)(=O)C(CCC[C@H](N)C(=O)O)N